6-(5-cyanopyrazin-2-ylamino)-N-cyclopropyl-4-(morpholin-2-ylmethylamino)pyridazine-3-carboxamide C(#N)C=1N=CC(=NC1)NC1=CC(=C(N=N1)C(=O)NC1CC1)NCC1CNCCO1